NC1(CC(CC1)B(O)O)C(=O)O 1-amino-3-boronocyclopentanecarboxylic acid